Cl.Cl.N1C(=NC2=C1C=CC=C2)C2=CC(=NN2C)NC(=O)C=2C=NC(=CC2)N2CC(NCC2)CO N-[5-(1H-benzimidazol-2-yl)-1-methyl-pyrazol-3-yl]-6-[3-(hydroxymethyl)piperazin-1-yl]pyridine-3-carboxamide dihydrochloride